Ethyl [9-(methylthio)-5,5-dioxido-6H-dibenzo[c,e][1,2]thiazin-6-yl]acetate CSC1=CC2=C(N(S(C3=C2C=CC=C3)(=O)=O)CC(=O)OCC)C=C1